Pyrimidin-5-amine hydrogen chloride Cl.N1=CN=CC(=C1)N